4-(2-(N-(bicyclo[1.1.1]pentan-1-yl)-(2,3,4,5,6-pentafluorophenyl)sulfonamido)-N-(3-(tert-butyl)benzyl)acetamido)-2-hydroxybenzoic acid C12(CC(C1)C2)N(S(=O)(=O)C2=C(C(=C(C(=C2F)F)F)F)F)CC(=O)N(CC2=CC(=CC=C2)C(C)(C)C)C2=CC(=C(C(=O)O)C=C2)O